10-(2-morpholinoethyl)-3,7-dinitro-10H-phenoxazine O1CCN(CC1)CCN1C2=CC=C(C=C2OC=2C=C(C=CC12)[N+](=O)[O-])[N+](=O)[O-]